Triisononyl-cyclohexane ethyl-4-((1r,4s)-4-(3-bromo-2-methylphenoxy)cyclohexyl)-2-methylbutanoate C(C)OC(C(CCC1CCC(CC1)OC1=C(C(=CC=C1)Br)C)C)=O.C(CCCCCC(C)C)C1C(CCCC1)(CCCCCCC(C)C)CCCCCCC(C)C